4-((4-(1-((1-(2-(2,6-dioxopiperidin-3-yl)-1,3-dioxoisoindolin-5-yl)pyrrolidine-3-yl)methyl)piperidin-4-yl)phenyl)amino)-2-(piperidin-1-yl)pyrimidine-5-carboxamide O=C1NC(CCC1N1C(C2=CC=C(C=C2C1=O)N1CC(CC1)CN1CCC(CC1)C1=CC=C(C=C1)NC1=NC(=NC=C1C(=O)N)N1CCCCC1)=O)=O